(4-((3-bromobenzyl)oxy)-2-fluorophenyl)methanol BrC=1C=C(COC2=CC(=C(C=C2)CO)F)C=CC1